C1(CC1)C1=CC(=NC=C1)N1N=CC(=C1)S(=O)(=O)NC=1C=CC=C2C=NN(C12)CCOC 1-(4-CYCLOPROPYLPYRIDIN-2-YL)-N-(1-(2-METHOXYETHYL)-1H-INDAZOL-7-YL)-1H-PYRAZOLE-4-SULFONAMIDE